hexadecyl-dimethyl-(2-hydroxy)ethyl-ammonium chloride [Cl-].C(CCCCCCCCCCCCCCC)[N+](CCO)(C)C